6-(1-(3-Chloropyridin-2-yl)-3-methoxy-1H-pyrazol-5-carboxamido)-N-(3,3-dimethylbutyl)-5-methylpyrazolo[1,5-a]pyridin-7-carboxamid ClC=1C(=NC=CC1)N1N=C(C=C1C(=O)NC=1C(=CC=2N(C1C(=O)NCCC(C)(C)C)N=CC2)C)OC